C(C)OC(CCC(=O)C1=NC(=CC(=C1O)C#N)CC1=C(C=CC(=C1)Cl)Cl)=O 4-[4-Cyano-6-(2,5-dichloro-benzyl)-3-hydroxy-pyridin-2-yl]-4-oxo-butyric acid ethyl ester